C(C(=C)C)(=O)OC1=C(C=CC=C1)C(C)(C)C1=C(C=CC=C1)OC(C(=C)C)=O 2,2-bis[methacryloyloxyphenyl]propane